C(C)(=O)OO.N1C=NCC1 imidazoline peroxyacetate